(E)-2-Nitromethyl-3-phenyl-1-(3-(trifluoromethyl)phenyl)prop-2-en [N+](=O)([O-])C\C(\CC1=CC(=CC=C1)C(F)(F)F)=C\C1=CC=CC=C1